3-(sec-butyl)-4-(3-oxo-2,8-diazaspiro[4.5]decane-8-carbonyl)-1,3,4,5-tetrahydro-2H-benzo[1,4]diazepin-2-one C(C)(CC)C1C(NC2=C(CN1C(=O)N1CCC3(CC(NC3)=O)CC1)C=CC=C2)=O